methyl 2-((S)-2-(1H-indole-2-carboxamido)-4-methylpentanamido)-3-(8-acetyl-2-oxo-1,8-diazaspiro[4.5]decan-3-yl)propanoate N1C(=CC2=CC=CC=C12)C(=O)N[C@H](C(=O)NC(C(=O)OC)CC1C(NC2(C1)CCN(CC2)C(C)=O)=O)CC(C)C